ClC1=NSC(=N1)C1=CC(=C(C=C1)Cl)[N+](=O)[O-] 3-Chloro-5-(4-chloro-3-nitrophenyl)-1,2,4-thiadiazole